OCC(C(C)C)\N=C\C1=C(C(=CC(=C1)I)I)O (E)-2-{[(1-hydroxy-3-methylbut-2-yl)imino]methyl}-4,6-diiodophenol